5-((4-((S)-2,2-dimethyl-6-methylenecyclohexyl)butan-2-yl)sulfonyl)-1-phenyl-1H-tetrazole CC1([C@@H](C(CCC1)=C)CCC(C)S(=O)(=O)C1=NN=NN1C1=CC=CC=C1)C